4-(2',4'-dimethoxyphenyl-Fmoc-aminomethyl)-phenoxyacetamido-norleucine COC1=C(C=CC(=C1)OC)C(C1=CC=C(OCC(=O)NN[C@@H](CCCC)C(=O)O)C=C1)(N)C(=O)OCC1C2=CC=CC=C2C2=CC=CC=C12